ClC1=C(C=CC=C1)N1C(NC(C2=C1N=C(C=C2)C2CC2)=O)=O 1-(2-Chlorophenyl)-7-cyclopropylpyrido[2,3-d]pyrimidine-2,4(1H,3H)-dione